C(C)(=O)OCC(COC(C)=O)=C 2-methylene-1,3-Propanediol diacetate